C1=CC=CC=2C3=CC=CC=C3C(C12)COC(=O)N[C@H](C(=O)O)C1(OCCO1)C (2S)-2-(9H-fluoren-9-ylmethoxycarbonylamino)-2-(2-methyl-1,3-dioxolan-2-yl)acetic acid